C(C1=CC=CC=C1)OC1=C(C(=O)O)C(=CC(=C1)Cl)O 2-(Benzyloxy)-4-chloro-6-hydroxybenzoic acid